CN1C(C2=C(C(=C1)C=1C=C(C=CC1OC1=CC=CC=C1)S(=O)(=O)N)C=CN2)=O 3-(6-methyl-7-oxo-6,7-dihydro-1H-pyrrolo[2,3-c]pyridin-4-yl)-4-phenoxybenzenesulfonamide